F[C@@H]1[C@@]2(CCC[C@H](C[C@H]1C(=C)C1=CN=C(N=N1)C=1C=C3C=CN=CC3=CC1O)N2)C 6-(6-(1-((1S,2S,3S,5R)-2-fluoro-1-methyl-9-azabicyclo[3.3.1]nonan-3-yl)vinyl)-1,2,4-triazin-3-yl)isoquinolin-7-ol